C(C)(=O)C1=C(C=C(C=C1)Cl)C1=CC(N(C=C1OC)C(C(=O)NC1=CC=C(C=C1)S(=O)(=O)N)CC1=CC=CC=C1)=O 2-(4-(2-acetyl-5-chlorophenyl)-5-methoxy-2-oxopyridin-1(2H)-yl)-3-phenyl-N-(4-aminosulfonylphenyl)propanamide